C(C)(C)(C)C=1C(C2=CC(=CC=C2C(C1)=O)C(C)(C)C)=O 2,7-di-tert-butyl-1,4-naphthoquinone